O1CCC2=C1C=CC(=C2)S(=O)(=O)N2CCC(=CC2)C=2C(=CC=1N(N2)C=CN1)C 6-(1-((2,3-dihydrobenzofuran-5-yl)sulfonyl)-1,2,3,6-tetrahydropyridin-4-yl)-7-methylimidazo[1,2-b]pyridazine